FC(C1=CC(=CC2=C1N(C=N2)C2CC(C2)(C)O)O)F 7-(difluoromethyl)-1-[(cis)-3-hydroxy-3-methylcyclobutyl]-1H-1,3-benzodiazol-5-ol